4-(benzyloxy)-3-bromo-2,6-dimethylbenzoic acid C(C1=CC=CC=C1)OC1=C(C(=C(C(=O)O)C(=C1)C)C)Br